FC1(CCN(CC1)C1=C(C=C(C=N1)C=1SC(=CN1)C(=O)O)F)F 2-[6-(4,4-difluoropiperidin-1-yl)-5-fluoropyridin-3-yl]-1,3-thiazole-5-carboxylic acid